furanethanolate acetate C(C)(=O)[O-].O1C(=CC=C1)CC[O-]